FC=1C=NN(C1)C1=CC=C(C=N1)[C@H](C)NC(=O)N1[C@H](CN(CC1)C1=NC(=CC(=N1)NC1=NNC(=C1)C)C)C (S)-N-((S)-1-(6-(4-fluoro-1H-pyrazol-1-yl)pyridin-3-yl)ethyl)-2-methyl-4-(6-methyl-4-((5-methyl-1H-pyrazol-3-yl)amino)pyrimidin-2-yl)piperazine-1-carboxamide